N,N'-bis(3-bromopropionyl)piperazine BrCCC(=O)N1CCN(CC1)C(CCBr)=O